(1R,2S,5S)-5-(4-chlorobenzyl)-2-(chloromethyl)-2-methyl-1-(1H-1,2,4-triazol-1-ylmethyl)cyclopentanol ruthenium(IV) [Ru+4].ClC1=CC=C(C[C@@H]2CC[C@]([C@@]2(O)CN2N=CN=C2)(C)CCl)C=C1